(2,4-difluorophenyl)boron FC1=C(C=CC(=C1)F)[B]